COC1=CC2=C(N=C(S2)C2=CC=C(C=C2)[N+](=O)[O-])C=C1 6-methoxy-2-(4-nitrophenyl)benzo[d]thiazole